2-({[6-(trifluoromethyl)pyridin-3-yl]methyl}amino)pyrimidine-5-carbaldehyde FC(C1=CC=C(C=N1)CNC1=NC=C(C=N1)C=O)(F)F